2-[3-(5-{4-[bis(2-hydroxyethyl)amino]phenylamino}-2,4-dinitrophenylamino)pyrazolo[1,5-a]pyridin-2-yloxy]ethanol OCCN(C1=CC=C(C=C1)NC=1C(=CC(=C(C1)NC=1C(=NN2C1C=CC=C2)OCCO)[N+](=O)[O-])[N+](=O)[O-])CCO